COC1C(CN(CC1)C)(C)CO (4-methoxy-1,3-dimethylpiperidin-3-yl)methanol